CC1=NC(=CC(=N1)C=O)C=O 2-METHYLPYRIMIDINE-4,6-DICARBALDEHYDE